Cl.ClC1=C(C(=O)N2COC3=C(C2)C=CC=C3C3=CC(=C(C(=O)O)C=C3)N3CCOCC3)C(=CC(=C1)OC1CCNCC1)Cl 4-[3-(2,6-Dichloro-4-piperidin-4-yloxybenzoyl)-2,4-dihydro-1,3-benzoxazin-8-yl]-2-morpholin-4-ylbenzoic acid hydrochloride